Cl.N[C@H](C(=O)O)CC=1C=NC=C(C1)S(=O)(=O)C (2s)-2-amino-3-(5-(methanesulfonyl)pyridin-3-yl)propionic acid hydrochloride